C(CC)OCC(C(CC)=O)=O (propoxy)(pentane-2,3-dione)